C12CN(CC(CC1)C2)C=2C1=C(N=C(N2)OCC=O)C(=C(N=C1)C1=CC(=CC2=CC=CC(=C12)C#C[Si](C(C)C)(C(C)C)C(C)C)O)F 2-[4-(3-azabicyclo[3.2.1]octan-3-yl)-8-fluoro-7-[3-hydroxy-8-(2-triisopropylsilylethynyl)-1-naphthyl]pyrido[4,3-d]pyrimidin-2-yl]oxyacetaldehyde